CC(CCC(=O)O)CC(=O)O The molecule is an alpha,omega-dicarboxylic acid that is adipic acid substituted with a methyl group at position C-3. It has a role as a human urinary metabolite. It derives from an adipic acid. It is a conjugate acid of a 3-methyladipate(2-) and a 3-methyladipate.